N-(cis)-(6-fluorospiro[8,12-dioxa-21-azatetracyclo[14.3.1.110,13.02,7]henicosa-1(20),2,4,6,10,13(21),16,18-octaene-14,4'-cyclohexane]-1'-yl)methanesulfonamide FC=1C=CC=C2C=3C=CC=C(CC4(CCC(CC4)NS(=O)(=O)C)C=4OC=C(COC12)N4)C3